OCCCCCOCCCC1=CC=CC=2N(C(N(C21)C)=O)C2C(NC(CC2)=O)=O 3-(4-[3-[(5-hydroxy-pentyl)oxy]propyl]-3-methyl-2-oxo-1,3-benzodiazol-1-yl)piperidine-2,6-dione